ClC1=C2C=C(N(C2=CC=C1Cl)C)C(=O)N[C@@]1(COCC1)C1=CC=C(C=C1)C(N(C)OC)=O |r| (±)-4,5-dichloro-N-[3-[4-[methoxy(methyl)carbamoyl]phenyl]tetrahydrofuran-3-yl]-1-methyl-indole-2-carboxamide